2-(difluoromethyl)-N4-(2,4-dimethoxybenzyl)pyrimidine-4,6-diamine FC(C1=NC(=CC(=N1)NCC1=C(C=C(C=C1)OC)OC)N)F